acryloyloxyethyl-naphthalene-1,2,6-tricarboxylic acid C(C=C)(=O)OCCC1=C(C(=C2C=CC(=CC2=C1)C(=O)O)C(=O)O)C(=O)O